C(C)(C)(C)C=1C=C(C=CC1)C=1C=C(CC(C1)(C(C)(C)C)C1=NC(=NC(=N1)C1=CC=CC=C1)C1=CC=CC=C1)C1=CC(=CC(=C1)C(C)(C)C)C(C)(C)C 2-(3,3'',5',5''-tetra-tert-butyl-1,1':3',1''-terphenyl-5'-yl)-4,6-diphenyl-1,3,5-triazine